FC1=CC=C(C=C1)NC(=O)C1(CC1)C(=O)NC1=CC=C(C=C1)OC1=NC=NC2=CC(=C(C=C12)C(NCCN1CCCC1)=O)OC 1-N'-(4-fluorophenyl)-1-N-[4-[7-methoxy-6-(2-pyrrolidin-1-ylethylcarbamoyl)quinazolin-4-yl]oxyphenyl]cyclopropane-1,1-dicarboxamide